cerium-lanthanum-scandium [Sc].[La].[Ce]